2-hydroxy-4-(2-hydroxy-3-octyloxypropoxy)benzophenone OC1=C(C(=O)C2=CC=CC=C2)C=CC(=C1)OCC(COCCCCCCCC)O